C(C1=CC=CC=C1)OP(=O)(OCC1=CC=CC=C1)OCOC(=O)N(CC(=O)OCC1=CC=CC=C1)CCO[Si](C)(C)C(C)(C)C benzyl N-((((bis(benzyloxy)phosphoryl)oxy)methoxy)carbonyl)-N-(2-((tert-butyldimethylsilyl)oxy)ethyl)glycinate